((R)-2-(difluoromethoxy)-1-(4-(ethylsulfonyl)phenyl)ethyl)-2-((S)-2-((difluoromethoxy)methyl)-4-(4-(trifluoromethyl)benzyl)piperazin-1-yl)thiazole-5-carboxamide FC(OC[C@H](C1=CC=C(C=C1)S(=O)(=O)CC)C=1N=C(SC1C(=O)N)N1[C@@H](CN(CC1)CC1=CC=C(C=C1)C(F)(F)F)COC(F)F)F